FC1=C(C=CC=C1)C(C(C)=O)O 1-(2-fluorophenyl)-1-hydroxy-propan-2-one